ClC=1C2=C(C=C3C=NN(C13)C)C=CC=C2CN(C(=O)C2CCN(CC2)C)C=2C=C(C=C(C2)F)/C=C/C(=O)OC methyl (E)-3-(3-(N-((9-chloro-1-methyl-1H-benzo[f]indazol-8-yl)methyl)-1-methylpiperidine-4-carboxamido)-5-fluorophenyl)acrylate